BrC1=CC(=C(C=C1)C(\C=C(/C)\NC1CCCC1)=O)F (E)-1-(4-bromo-2-fluorophenyl)-3-(cyclopentylamino)but-2-en-1-one